CC(C(=O)OCCCC)=C Butyl 2-methyl-2-propenoate